C([C@@H](O)[C@@H](O)[C@H](O)[C@H](O)CO)O[2H] mannitol-d